BrC=1C=CC=2\C(\C3=CC=CC=C3C2C1)=N\C#N (E)-N-(3-bromo-9H-fluorene-9-ylidene)cyanamide